COC(C)(C)C1=CC(=C(C=C1)CCC=O)C 3-[4-(2-methoxy-2-propanyl)-2-methylphenyl]propanal